BrC1=CC=C(S1)C(O)C=1C(=NOC1C)C (5-bromothien-2-yl)(3,5-dimethylisoxazol-4-yl)methanol